3-(4-bromo-2-chloro-5-fluorophenyl)-1-((2-(trimethylsilyl)ethoxy)methyl)piperidine-2,6-dione BrC1=CC(=C(C=C1F)C1C(N(C(CC1)=O)COCC[Si](C)(C)C)=O)Cl